ethyl hydrogen ((3-cyano-7-(3-sulfamoylpropoxy)-5-(1H-1,2,3-triazol-4-yl)benzo[b]thiophen-2-yl)difluoromethyl)phosphonate C(#N)C=1C2=C(SC1C(F)(F)P(OCC)(O)=O)C(=CC(=C2)C=2N=NNC2)OCCCS(N)(=O)=O